C1(=CC=CC=C1)C1COC2=C(CN1)C=CC(=C2)C#N 3-phenyl-3,5-dihydro-2H-1,4-benzoxazepine-8-carbonitrile